((3R)-1-Methyl-2-oxo-8-(1-(2-(trifluoromethyl)phenyl)ethenyl)-1,2,3,4-tetrahydroquinolin-3-yl)urea CN1C([C@@H](CC2=CC=CC(=C12)C(=C)C1=C(C=CC=C1)C(F)(F)F)NC(=O)N)=O